2-[2-amino-4-(4-aminopiperidin-1-yl)-5-(3-fluoro-5-methylphenyl)pyridin-3-yl]-N-methoxy-1H-1,3-benzodiazole-5-carboxamide NC1=NC=C(C(=C1C1=NC2=C(N1)C=CC(=C2)C(=O)NOC)N2CCC(CC2)N)C2=CC(=CC(=C2)C)F